BrC1=CC=C(C=2N=CC=NC21)Br 5,8-dibromo-benzopyrazine